N-(2-(4-chlorophenyl)-1H-benz[d]imidazol-5-yl)-5-methylisoxazole-4-carboxamide ClC1=CC=C(C=C1)C1=NC2=C(N1)C=CC(=C2)NC(=O)C=2C=NOC2C